CCCC(CCC)C1=C(N)C(=CC=C1)C(CCC)CCC 2,6-di(hept-4-yl)aniline